N[C@H](C(=O)O)C(C)C (2S)-2-amino-3-methyl-butanic acid